C(C)(C)(C)OC(=O)N1CC(CC1)COS(=O)(=O)C 3-(((methylsulfonyl)oxy)methyl)tetrahydropyrrole-1-carboxylic acid tert-butyl ester